perfluoro(3,5,7,9,11-pentaoxadodecane) FC(C(OC(OC(OC(OC(OC(F)(F)F)(F)F)(F)F)(F)F)(F)F)(F)F)(F)F